C(C)(C)N1CC(CC1)NC(=O)N1CCN(C2=CC=CC=C12)C1=NC=CC=C1 N-(1-isopropylpyrrolidin-3-yl)-4-(pyridin-2-yl)-3,4-dihydroquinoxaline-1(2H)-carboxamide